dibenzo[b,f][1,4]thiazepine C1=CC=CC2=C1C=NC1=C(S2)C=CC=C1